3-(5-(((1R,2S)-2-(ethyl(2-fluoroethyl)amino)cyclopentyl)oxy)-1-oxoisoindolin-2-yl)piperidine-2,6-dione C(C)N([C@@H]1[C@@H](CCC1)OC=1C=C2CN(C(C2=CC1)=O)C1C(NC(CC1)=O)=O)CCF